isopropyl-benzene-1,2-diamine C(C)(C)C1=C(C(=CC=C1)N)N